Propylene glycol n-butyl ether C(CCC)OCC(C)O